ClC1=CC(=C(C=C1)N1N=NC(=C1)C#N)C1=NC=NC(=C1)OC 1-[4-chloro-2-(6-methoxypyrimidin-4-yl)phenyl]-1H-1,2,3-triazole-4-carbonitrile